di-tert-Butyl-2,2'-bipyridyl C(C)(C)(C)C1=C(C(=NC=C1)C1=NC=CC=C1)C(C)(C)C